N-(6-(1-methyl-1H-pyrazol-4-yl)isoquinolin-3-yl-1-d)piperidine-4-carboxamide CN1N=CC(=C1)C=1C=C2C=C(N=C(C2=CC1)[2H])NC(=O)C1CCNCC1